Butyl (5S,8S)-8-carbamoyl-1-methyl-2,4-dioxo-1,3,7-triazaspiro[4.4]nonane-7-carboxylate C(N)(=O)[C@H]1N(C[C@]2(C(NC(N2C)=O)=O)C1)C(=O)OCCCC